C(C)(=O)OCC1=NC=CC=C1C (3-Methylpyridin-2-yl)methyl acetate